3-Bromo-6,7-difluoroquinoline BrC=1C=NC2=CC(=C(C=C2C1)F)F